C(C)OC(C(/C(=C/C)/O[Si](C)(C)C)=[N+]=[N-])=O (Z)-2-diazo-3-trimethylsilyloxy-pent-3-enoic acid ethyl ester